NC1=NC=C(C=C1\C(\C)=N\[S@](=O)C(C)(C)C)F (R,E)-N-(1-(2-amino-5-fluoropyridin-3-yl)ethylidene)-2-methylpropane-2-sulfinamide